(2-fluoro-3-{1-[6-(piperazin-1-yl)pyridin-3-yl]-3-(pyridin-4-yl)pyrazol-4-yl}phenyl)propane-1-sulfonamide FC1=C(C=CC=C1C=1C(=NN(C1)C=1C=NC(=CC1)N1CCNCC1)C1=CC=NC=C1)C(CC)S(=O)(=O)N